4-(4-bromofuran-3-yl)phenol BrC=1C(=COC1)C1=CC=C(C=C1)O